3-((1-(6-chloro-2-(hydroxymethyl)-5-methylpyrimidin-4-yl)-3,3-difluoropiperidin-4-yl)oxy)benzonitrile ClC1=C(C(=NC(=N1)CO)N1CC(C(CC1)OC=1C=C(C#N)C=CC1)(F)F)C